BrC=1C=C2C=NN(C2=CC1OC)CC(=O)N1CCCC1 2-(5-Bromo-6-methoxy-1H-indazol-1-yl)-1-(pyrrolidin-1-yl)ethan-1-one